N-[4-[[3-(2-Aminoethylcarbamoyl)cyclobutyl]carbamoyl]-3-chlorophenyl]-5-(2,3-difluoro-4-methoxyphenyl)-1-methylimidazol-2-carboxamid NCCNC(=O)C1CC(C1)NC(=O)C1=C(C=C(C=C1)NC(=O)C=1N(C(=CN1)C1=C(C(=C(C=C1)OC)F)F)C)Cl